FC([C@@H](C)NC1=NC(=NC=N1)N[C@@H](C(F)(F)F)C)(F)F bis((R)-1,1,1-trifluoroprop-2-yl)-1,3,5-triazine-2,4-diamine